C(C)(C)(C)OC(=O)N1CCC(=CC1)C=1C(=C(SC1)C(=O)NC1=CC=C(C=C1)C=1CCN(CC1)C(=O)OC(C)(C)C)C tert-butyl 4-[4-(4-{1-[(tert-butoxy)carbonyl]-1,2,3,6-tetrahydropyridin-4-yl}-3-methylthiophene-2-amido)phenyl]-1,2,3,6-tetrahydropyridine-1-carboxylate